FC=1C=2N(C=C(C1)NC(=O)C=1N=CC(=NC1)N1CC(C1)CN1CC(C1)OCC(=O)OCC)C=C(N2)C Ethyl 2-[1-[[1-[5-[(8-fluoro-2-methyl-imidazo[1,2-a]pyridin-6-yl)carbamoyl]pyrazin-2-yl]azetidin-3-yl]methyl]azetidin-3-yl]oxyacetate